FC(C1=CC(=NN1C1=CC=C(C=C1)OC(F)(F)F)C1CCN(CC1)C(=O)OC(C)(C)C)F tert-butyl 4-[5-(difluoromethyl)-1-[4-(trifluoromethoxy)phenyl]pyrazol-3-yl]piperidine-1-carboxylate